N-(4-((2-(1,1-difluoroethyl)-6-methylpyrimidin-4-yl)amino)-5-(3-methyl-1H-pyrazol-1-yl)pyridin-2-yl)acetamide FC(C)(F)C1=NC(=CC(=N1)NC1=CC(=NC=C1N1N=C(C=C1)C)NC(C)=O)C